(6-(4-((4-(1H-pyrazol-4-yl)phenyl)amino)pyrimidin-2-yl)-2-(2-methoxyethyl)-1H-indol-2-yl)(3,3-difluoroazetidin-1-yl)methanone N1N=CC(=C1)C1=CC=C(C=C1)NC1=NC(=NC=C1)C1=CC=C2CC(NC2=C1)(CCOC)C(=O)N1CC(C1)(F)F